C(C)(=O)N1C[C@@H](N(C[C@H]1C1=CC(=CC(=C1)C1=NC=C(C=N1)F)Cl)C(\C=C/Cl)=O)CC#N 2-((2S,5R)-4-acetyl-5-(3-chloro-5-(5-fluoropyrimidin-2-yl)phenyl)-1-((Z)-3-chloroacryloyl)piperazin-2-yl)acetonitrile